5-{[3-(dimethylamino)pyrrolidin-1-yl]carbonyl}-N,N,2-trimethyl-6-oxo-1-[3-(trifluoromethyl)phenyl]-1,6-dihydropyridine-3-carboxamide CN(C1CN(CC1)C(=O)C1=CC(=C(N(C1=O)C1=CC(=CC=C1)C(F)(F)F)C)C(=O)N(C)C)C